trifluoromethyl-Fluoroacetic acid FC(F)(F)C(C(=O)O)F